4-(6-(1-(((6-methoxypyridin-3-yl)methyl)imino)-1-oxothiomorpholinyl)pyridin-3-yl)-6-(1-methyl-1H-pyrazole-4-yl)pyrazolo[1,5-a]pyrazine-3-carbonitrile COC1=CC=C(C=N1)CN=S1(CCN(CC1)C1=CC=C(C=N1)C=1C=2N(C=C(N1)C=1C=NN(C1)C)N=CC2C#N)=O